(R)-5-(3-Hydroxypyrrolidin-1-yl)-2-morpholino-N-(pyrazolo[1,5-a]pyrimidin-3-yl)oxazolo[4,5-b]pyridine-6-carboxamide O[C@H]1CN(CC1)C1=C(C=C2C(=N1)N=C(O2)N2CCOCC2)C(=O)NC=2C=NN1C2N=CC=C1